(Z)-1-(3-(5-(dimethylamino)-2-(methoxymethyl)phenyl)-4-oxothiazolidin-2-ylidene)-3-(2-methyl-4-(1-(4-(trifluoromethoxy)phenyl)-1H-imidazol-4-yl)phenyl)urea CN(C=1C=CC(=C(C1)N1/C(/SCC1=O)=N/C(=O)NC1=C(C=C(C=C1)C=1N=CN(C1)C1=CC=C(C=C1)OC(F)(F)F)C)COC)C